6-bromo-8-ethoxy-2-(tetrahydro-2H-pyran-3-yl)imidazo[1,2-a]pyrazine BrC=1N=C(C=2N(C1)C=C(N2)C2COCCC2)OCC